2-chloro-5-((1-cyclopropyl-1H-pyrazol-4-yl)ethynyl)-4-fluoropyridine ClC1=NC=C(C(=C1)F)C#CC=1C=NN(C1)C1CC1